C(CCC)[Sn](C=1N=NN(N1)C)(CCCC)CCCC tributyl-(2-methyltetrazol-5-yl)stannane